bromo-7'-fluoro-3-methoxy-3'-methyl-spiro[cyclobutane-1,1'-pyrrolo[2,3-c]quinolin]-2'(3'h)-one BrC1=NC=2C=C(C=CC2C2=C1N(C(C21CC(C1)OC)=O)C)F